6-(2-(1-Cyclopropyl-1H-pyrazol-4-yl)-6-methylmorpholino)-8-(2,4-difluorophenyl)-2,3-dimethylpyrimido[5,4-d]pyrimidin-4(3H)-one C1(CC1)N1N=CC(=C1)C1OC(CN(C1)C=1N=C(C=2N=C(N(C(C2N1)=O)C)C)C1=C(C=C(C=C1)F)F)C